3-nitro-3-azapentane [N+](=O)([O-])N(CC)CC